O=C1NC2(C(N1)=O)CC(CC2)CC2=C(C=CC(=C2)S(=O)(=O)N)C2=CC=C(C=C2)F ((2,4-dioxo-1,3-diazaspiro[4.4]nonane-7-yl)methyl)-4'-fluoro-[1,1'-biphenyl]-4-sulfonamide